(2-chloro-5-fluoropyridin-4-yl)-2,2-dimethyl-2,3-dihydro-1H-pyrrolizine-7-carbonitrile ClC1=NC=C(C(=C1)C1C(CN2C=CC(=C12)C#N)(C)C)F